5-chloromethyl-2-pyrimidineamine ClCC=1C=NC(=NC1)N